5-(1-(adamantan-1-ylmethyl)-5-methyl-1H-pyrazol-4-yl)-1H-indole-4-carboxylic acid methyl ester COC(=O)C=1C=2C=CNC2C=CC1C=1C=NN(C1C)CC12CC3CC(CC(C1)C3)C2